3-(But-3-enyl)-8-methylquinazolin-4(3H)-one C(CC=C)N1C=NC2=C(C=CC=C2C1=O)C